water dichloride [Cl-].[Cl-].O